(±)-2-(2-(7-(3-(((tert-butoxycarbonyl)amino)methyl)-2-fluorophenyl)benzofuran-5-yl)-4-cyclopropyl-3,4-Dihydro-2H-benzo[b][1,4]oxazin-8-yl)ethyl acetate C(C)(=O)OCCC1=CC=CC2=C1O[C@@H](CN2C2CC2)C=2C=C(C1=C(C=CO1)C2)C2=C(C(=CC=C2)CNC(=O)OC(C)(C)C)F |r|